C(C1=CC=CC=C1)(=O)OC[C@@H]1O[C@H](C[C@@H]1OC(C1=CC=CC=C1)=O)N1C(NC(C(=C1)C)=O)=O [(2S,3S,5R)-3-benzoyloxy-5-(5-methyl-2,4-dioxo-pyrimidin-1-yl)tetrahydrofuran-2-yl]methyl benzoate